1-(1-ethyl-4-(4-fluorobenzyl)-8,8-dimethyl-7,8-dihydro-6H-imidazo[1,5-a]pyrrolo[2,3-e]pyridin-6-yl)-2-((2R,5R)-5-methyl-2-(((R)-3-methylmorpholino)methyl)piperazin-1-yl)ethan-1-one C(C)C1=NC=C2N1C1=C(C=C2CC2=CC=C(C=C2)F)N(CC1(C)C)C(CN1[C@H](CN[C@@H](C1)C)CN1[C@@H](COCC1)C)=O